NC1=NN2C(N=CC=C2)=C1C(=O)N[C@H](C)C=1N(C(C=2C(=CC=C3C2C1C(N3)=O)C#CC=3C=NN(C3)C)=O)C3=CC=CC=C3 (R)-2-amino-N-(1-(6-((1-methyl-1H-pyrazol-4-yl)ethynyl)-2,5-dioxo-4-phenyl-1,2,4,5-tetrahydropyrrolo[4,3,2-de]isoquinolin-3-yl)ethyl)pyrazolo[1,5-a]pyrimidine-3-carboxamide